(3-fluoro-4-((1-isopropyl-2-keto-2,3-dihydro-1H-imidazo[4,5-b]pyridin-7-yl)oxy)phenyl)-5-methyl-1-phenyl-1H-1,2,3-triazole-4-carboxamide FC=1C=C(C=CC1OC1=C2C(=NC=C1)NC(N2C(C)C)=O)NC(=O)C=2N=NN(C2C)C2=CC=CC=C2